(R)-2-fluoro-10a-methyl-7,8,9,10,10a,11-hexahydro-5,6,7a,11-tetraazacyclohepta[def]cyclopenta[a]fluoren-4(5H)-one FC=1C=C2C=3C=4C(CN5[C@@](C4NC3C1)(CCC5)C)=NNC2=O